N-(4-bromopyridin-2-yl)-3-(4-methylpiperazin-1-yl)cyclobutane-1-carboxamide BrC1=CC(=NC=C1)NC(=O)C1CC(C1)N1CCN(CC1)C